4-(3-bromoanilino)-2'-(4-methoxyphenyl)-2',3'-dihydrospiro[cyclohexane-1,1'-indene]-4-carboxylic acid BrC=1C=C(NC2(CCC3(C(CC4=CC=CC=C34)C3=CC=C(C=C3)OC)CC2)C(=O)O)C=CC1